C(CCCCCCCCC(=O)[O-])(=O)OC1CC(N(C(C1)(C)C)C)(C)C 1,2,2,6,6-pentamethyl-4-piperidyl sebacate